(S)-2-methyl-5-(pyridin-3-ylmethoxy)-N-(pyrrolidin-3-yl)benzofuran-3-carboxamide CC=1OC2=C(C1C(=O)N[C@@H]1CNCC1)C=C(C=C2)OCC=2C=NC=CC2